The molecule is the dihydrate of the disodium salt of balsalazide. A prodrug, releasing the anti-inflammatory 5-aminosalicylic acid (mesalazine) in the large intestine, it is used in the treatment of ulcerative colitis. It has a role as a gastrointestinal drug, an anti-ulcer drug and a non-steroidal anti-inflammatory drug. It is an organic sodium salt and a hydrate. It contains a balsalazide(2-). It derives from a balsalazide. C1=CC(=CC=C1C(=O)NCCC(=O)[O-])N=NC2=CC(=C(C=C2)[O-])C(=O)O.O.O.[Na+].[Na+]